BrC=1C=C2C(=NC1)OC=C2 5-bromofuro[2,3-b]pyridine